12-oxo-eicosapentaenoic acid O=C(C=CC=CC=CC=CC=CC(=O)O)CCCCCCCC